C1(=CC=CC=C1)C1=NC2=CC(=CC=C2C=C1)C1=NN2C(NCCC23CCCC3)=C1C(=O)N 2'-(2-phenylquinolin-7-yl)-5',6'-dihydro-4'H-spiro[cyclopentane-1,7'-pyrazolo[1,5-a]pyrimidine]-3'-carboxamide